3-nonadecylglycero-1-phospho-glycerol C(CCCCCCCCCCCCCCCCCC)OCC(COP(=O)(O)OCC(O)CO)O